[Pd].ClC1=NC(=NC(=N1)SCCCCCCCCCCCCCCC)SCCCO 3-((4-chloro-6-(pentadecylthio)-1,3,5-triazin-2-yl)thio)propan-1-ol palladium